ClC1=C(N=NC2=NC=C(C=C12)Cl)Cl 1,2,7-trichloro-triazanaphthalene